FC(C1=CC=C(C(=N1)C1=CC=C2CN(C(C2=C1)=O)C)C1=CN=C(O1)CC(C(F)(F)F)(C)C)F 6-(6-(Difluoromethyl)-3-(2-(3,3,3-trifluoro-2,2-dimethylpropyl)oxazol-5-yl)pyridin-2-yl)-2-methylisoindolin-1-on